1-(6-((4-methylpiperazin-1-yl)methyl)pyridin-3-yl)guanidine CN1CCN(CC1)CC1=CC=C(C=N1)NC(=N)N